ClC=1C(=C(C=CC1)CCO)F 2-(3-chloro-2-fluorophenyl)ethan-1-ol